C(C)(C)(C)C1=CN(C=2N=CN=C(C21)Cl)C2=C(C(=O)O)C=CN=C2 (5-(tert-butyl)-4-chloro-7H-pyrrolo[2,3-d]pyrimidin-7-yl)isonicotinic acid